C1(CC1)COC=1C=CC(=NC1)CC(C(=O)N)(C)N1CC(C(CC1)(F)F)C1=CNC(C=C1)=O (5-(cyclopropylmethoxy)pyridin-2-yl)-2-(4,4-difluoro-3-(6-oxo-1,6-dihydropyridin-3-yl)piperidin-1-yl)-2-methylpropanamide